7-chloro-3-(6-(4-(trifluoromethoxy)phenyl)pyridin-3-yl)-3,4-dihydroacridine-1,9(2H,10H)-dione ClC1=CC=C2NC=3CC(CC(C3C(C2=C1)=O)=O)C=1C=NC(=CC1)C1=CC=C(C=C1)OC(F)(F)F